C(CCC)C1=NC2(C(N1CC1=CC(=C(C=N1)C1=C(C=CC=C1)S(=O)(=O)NC1=NOC(=C1C)C)COCC)=O)CCCC2 2-(6-((2-Butyl-4-oxo-1,3-diazaspiro[4.4]non-1-en-3-yl)methyl)-4-(ethoxymethyl)Pyridin-3-yl)-N-(4,5-dimethylisoxazol-3-yl)benzenesulfonamide